CN1CC(C1)(C)[C@@](C=1C=C(C=NC1)C1=NOC(=N1)CC1(CC1)N(C(C)=O)C)(C1=CC=C(C=C1)C(C)C)O N-[1-(3-{5-[(R)-(1,3-Dimethyl-azetidin-3-yl)-hydroxy-(4-isopropyl-phenyl)-methyl]-pyridin-3-yl}-[1,2,4]oxadiazol-5-ylmethyl)-cyclopropyl]-N-methyl-acetamide